(S)-methyl 2-amino-4-((S)-4,4,4-trifluorobutylsulfonimidoyl)butanoate N[C@H](C(=O)OC)CC[S@](=O)(=N)CCCC(F)(F)F